[(1R)-1-(hydroxymethyl)-3-sulfanyl-propyl]carbamate OC[C@@H](CCS)NC([O-])=O